N,N-dimethyl-3-(4-(4,4,5,5-tetramethyl-1,3,2-dioxaborolan-2-yl)phenoxy)propan-1-amine CN(CCCOC1=CC=C(C=C1)B1OC(C(O1)(C)C)(C)C)C